[8-[3-[[tert-butyl(diphenyl)silyl]oxymethyl]-7-(2,2-dimethylpropylsulfonyl)imidazo[1,5-a]pyridin-5-yl]-3,8-diazabicyclo[3.2.1]octan-3-yl]-(2-chloro-4-fluoro-phenyl)methanone [Si](C1=CC=CC=C1)(C1=CC=CC=C1)(C(C)(C)C)OCC1=NC=C2N1C(=CC(=C2)S(=O)(=O)CC(C)(C)C)N2C1CN(CC2CC1)C(=O)C1=C(C=C(C=C1)F)Cl